Br[C@@H](C(=O)OCC)CC[C@@H](C(=O)OCC)Br (2R,5S)-diethyl 2,5-dibromoadipate